FC1=CC=C(C=C1)C=1N=C(NC1)C(C)C 4-(4-fluorophenyl)-2-isopropyl-1H-imidazole